5-fluoro-N-((S)-1-oxo-1-(((S)-3-oxo-1-((S)-2-oxopyrrolidin-3-yl)-4-(2,3,5,6-tetrafluorophenoxy)butan-2-yl)amino)-3-(4-(trifluoromethyl)phenyl)propan-2-yl)-1H-indole-2-carboxamide FC=1C=C2C=C(NC2=CC1)C(=O)N[C@H](C(N[C@@H](C[C@H]1C(NCC1)=O)C(COC1=C(C(=CC(=C1F)F)F)F)=O)=O)CC1=CC=C(C=C1)C(F)(F)F